5-Chloro-4-(3-methyl-5-nitro-indol-1-yl)-N-(4-morpholinophenyl)pyrimidin-2-amine ClC=1C(=NC(=NC1)NC1=CC=C(C=C1)N1CCOCC1)N1C=C(C2=CC(=CC=C12)[N+](=O)[O-])C